C(C)OC(=O)C=1C=CC=C(C1)C12C=CC(CC1)C2 5-ethoxycarbonylphenyl-bicyclo[2.2.1]hept-2-ene